tert-butyl 4-(2-((4,4-dimethoxybutyl)amino)ethyl)piperidine-1-carboxylate COC(CCCNCCC1CCN(CC1)C(=O)OC(C)(C)C)OC